[4-(4-tert-butylpyrazol-1-yl)-2,6-difluoro-phenyl]spiro[cyclopropane-1,5'-imidazo[1,2-a]imidazol]-6'-one C(C)(C)(C)C=1C=NN(C1)C1=CC(=C(C(=C1)F)C1=NC=2N(C1)C1(C(N2)=O)CC1)F